BrC1=C(C=C(OCCC[C@H]2C[C@H](N(CC2)CC(=O)OCC)C)C=C1)C ethyl 2-[(2R,4R)-4-[3-(4-bromo-3-methyl-phenoxy)propyl]-2-methyl-1-piperidyl]acetate